C(C)C=1C(=C(C=CC1)[C@H](CO)O)C (R)-1-(3-ethyl-2-methylphenyl)ethane-1,2-diol